C(C1=CC=CC=C1)OC1=NC=C(C=C1)C=C 2-benzyloxy-5-vinyl-pyridine